N1(C=NC=C1)CCOCCN 2-(2-imidazol-1-ylethoxy)ethanamine